1-hexanol N,N-dibutylaminoacetate C(CCC)N(CCCC)CC(=O)OCCCCCC